BrC1=CC(=C(O[C@H](C(=O)O)CF)C=C1)C(CC)(F)F (R)-2-(4-bromo-2-(1,1-difluoropropyl)phenoxy)-3-fluoropropanoic acid